C(C)(C)NCCC1CN(C1)C(=O)OC(C)(C)C tert-butyl 3-(2-(isopropylamino)ethyl)azetidine-1-carboxylate